5-methyl-3-(methyl(3-methyl-2-buten-1-yl)amino)thieno[2,3-d]pyrimidine-2,4(1H,3H)-dione CC1=CSC=2NC(N(C(C21)=O)N(CC=C(C)C)C)=O